N-(1,4-Dimethylpyrrolidin-3-yl)-1-(3-methylbenzyl)cyclopropane-1-carboxamide CN1CC(C(C1)C)NC(=O)C1(CC1)CC1=CC(=CC=C1)C